(S)-8'-(difluoromethoxy)-8-iodo-6'-(trifluoromethyl)-3'H-spiro[chromane-4,2'-imidazo[1,2-a]pyridine] FC(OC=1C=2N(C=C(C1)C(F)(F)F)C[C@]1(N2)CCOC2=C(C=CC=C21)I)F